[Na+].O1CC(CC1)C=1C=C(C=CC1)CS(=O)(=O)[O-] (3-(tetrahydrofuran-3-yl)phenyl)methanesulfonic acid sodium salt